N1(C=NC=C1)S(=O)(=O)C1OC2(C1)CNC2 ((1H-imidazol-1-yl)sulfonyl)-1-oxa-6-azaspiro[3.3]heptane